4-(4-((4-(cyclopropanecarboxamido)benzyl)oxy)phenyl)-N-(3-phenoxypropyl)-1H-imidazole-1-carboxamide C1(CC1)C(=O)NC1=CC=C(COC2=CC=C(C=C2)C=2N=CN(C2)C(=O)NCCCOC2=CC=CC=C2)C=C1